(Z)-N-hydroxyiminoacetyl chloride O\N=C/C(=O)Cl